FC(N1N=CC=C1B1OC(C(O1)(C)C)(C)C)F 1-(difluoromethyl)-5-(4,4,5,5-tetramethyl-1,3,2-dioxaborolan-2-yl)-1H-pyrazole